NC1=NC=C(C=C1C1=CC=C(C=C1)NC(=O)C=1C(N(C(N(C1)CC1CCOCC1)=O)C1=CC=C(C=C1)C)=O)C1=CC(=C(C=C1)OC)OC N-(4-(2-amino-5-(3,4-dimethoxyphenyl)pyridin-3-yl)phenyl)-2,4-dioxo-1-((tetrahydro-2H-pyran-4-yl)methyl)-3-(p-tolyl)-1,2,3,4-tetrahydropyrimidine-5-carboxamide